1-(tetrahydro-2H-pyran-4-yl)methylamine O1CCC(CC1)CN